4-cyclohexanediacrylic acid dimethyl ester COC(C=CC1CCC(CC1)C=CC(=O)OC)=O